ethyl 2-(2-((7-(2-(((tert-butoxycarbonyl)amino)methyl)-3-fluoropyridin-4-yl)benzofuran-5-yl)methoxy)phenyl)butanoate C(C)(C)(C)OC(=O)NCC1=NC=CC(=C1F)C1=CC(=CC=2C=COC21)COC2=C(C=CC=C2)C(C(=O)OCC)CC